BrC1=C(C=CC(=C1)OC(F)(F)F)S(=O)(=O)Cl 2-bromo-4-(trifluoromethoxy)benzenesulfonyl chloride